7'-(butane-1,4-diylbis(oxy))bis(quinolin-2(1H)-one) C(CCCON1C(C=CC2=CC=CC=C12)=O)ON1C(C=CC2=CC=CC=C12)=O